C(CCC)N1C(=NC2=C1C=CC=C2)NCC2=CC=CC1=C2OC2=C1C=CC=C2 1-butyl-N-(dibenzo[b,d]furan-4-ylmethyl)-1H-benzo[d]imidazol-2-amine